3-(6-(piperidin-3-yl)pyridin-2-yl)-5-(trifluoromethyl)pyrazolo[1,5-a]pyridine N1CC(CCC1)C1=CC=CC(=N1)C=1C=NN2C1C=C(C=C2)C(F)(F)F